ClC1=CC=C(C=C1)C1=CC2=C(C=N1)N=C(S2)NC(C2=CN=C(C=C2C2=C(C=CC=C2)OC)C)=O N-(6-(4-chlorophenyl)thiazolo[4,5-c]pyridin-2-yl)-4-(2-methoxyphenyl)-6-methylnicotinamide